2-((5-chloro-3-cyano-4,6-dimethylpyridin-2-yl)amino)-N-(3-cyanophenyl)-N-methylacetamide ClC=1C(=C(C(=NC1C)NCC(=O)N(C)C1=CC(=CC=C1)C#N)C#N)C